(2R,1'S,3'R)-3-(2-cyclopentyl-2-phenyl-2-hydroxyacetoxy)-1-(methoxycarbonylmethyl)-1-methylpyrrolidinium bromide [Br-].C1(CCCC1)[C@@](C(=O)OC1C[N+](CC1)(C)CC(=O)OC)(O)C1=CC=CC=C1